BrC1=CC=C(C=C1)C1=NC(=NC(=N1)C1=CC=CC=C1)C1=C(C=CC=C1)P(C1=CC=CC=C1)(C1=CC=CC=C1)=O ((4-(4-bromophenyl)-6-phenyl-1,3,5-triazin-2-yl)phenyl)diphenylphosphine oxide